N-(3-(dimethylamino)benzyl)-N-(3-methoxybenzyl)-3-(morpholinomethyl)aniline CN(C=1C=C(CN(C2=CC(=CC=C2)CN2CCOCC2)CC2=CC(=CC=C2)OC)C=CC1)C